NC=1SN=C2N(C(N(C(C21)=O)C2CCC1(CC(C1)NC)CC2)=O)CCCC 3-amino-7-butyl-5-[2-(methylamino)spiro[3.5]nonan-7-yl]-[1,2]thiazolo[3,4-d]pyrimidine-4,6-dione